3-{[(1R)-1-(4-chlorophenyl)-2-[(5-chloropyridin-2-yl)methyl]-5-(2-hydroxypropan-2-yl)-3-oxo-2,3-dihydro-1H-isoindol-1-yl]Oxy}-1lambda6-thiacyclopentane-1,1-dione ClC1=CC=C(C=C1)[C@@]1(N(C(C2=CC(=CC=C12)C(C)(C)O)=O)CC1=NC=C(C=C1)Cl)OC1CS(CC1)(=O)=O